C12CNCC(CC1)N2C=2N(C(C1=C(N2)NC=C1C1=C(C2=C(N=C(S2)C)C=C1)Cl)=O)C 2-(3,8-Diazabicyclo[3.2.1]oct-8-yl)-5-(7-chloro-2-methylbenzo[d]thiazol-6-yl)-3-methyl-3,7-dihydro-4H-pyrrolo[2,3-d]pyrimidin-4-one